3-[2-(4-aminophenoxy)ethoxy]aniline NC1=CC=C(OCCOC=2C=C(N)C=CC2)C=C1